3-(3-ethyl-4-oxo-spiro[6,8-dihydro-5H-pyrazolo[4,3-c]azepine-7,4'-tetrahydropyran]-1-yl)propyl 1,5-dimethylpyrazole-3-carboxylate CN1N=C(C=C1C)C(=O)OCCCN1N=C(C=2C(NCC3(CCOCC3)CC21)=O)CC